ClC1=CC=C(C=C1)C1CCOC2=CC=CC=C12 4-(4-chlorophenyl)-3,4-dihydro-1H-chromen